FC(C)(F)C1CN(C1)C=1OC2=C(C=C(C=C2C(C1C)=O)C)[C@@H](C)NC1=C(C(=O)O)C=CC=C1 2-[[(1R)-1-[2-[3-(1,1-Difluoroethyl)azetidin-1-yl]-3,6-dimethyl-4-oxo-chromen-8-yl]ethyl]amino]benzoic acid